N-(2-((2-chlorothieno[3,2-d]pyrimidin-4-yl)amino)-4-methylphenyl)acrylamide ClC=1N=C(C2=C(N1)C=CS2)NC2=C(C=CC(=C2)C)NC(C=C)=O